N1C=C(C2=CC=CC=C12)CC(=O)N(C(C(=O)NC1=CC=C(C=C1)C(C)C)C1=CC=CC=C1)C 2-[(2-1H-indol-3-yl-acetyl)-methylamino]-N-(4-isopropylphenyl)-2-phenylacetamide